ClC1=C(C(=O)NC2=C3C=NN(C3=CC=C2)C=2C=NC=C(C2)C(F)(F)F)C=C(C=C1)CNC(C(CO)(C)C)=O 2-chloro-5-{[(3-hydroxy-2,2-dimethylpropanoyl)amino]methyl}-N-{1-[5-(trifluoromethyl)pyridin-3-yl]-1H-indazol-4-yl}benzamide